Di(tert-amyl)peroxid C(C)(C)(CC)OOC(C)(C)CC